ClC1=CC=C(S1)C1=NC(=C2C(=N1)N(N=C2)C2=CC=CC=C2)NC(=O)C=2SC(=CC2)[N+](=O)[O-] N-(6-(5-chlorothiophen-2-yl)-1-phenyl-1H-pyrazolo[3,4-d]pyrimidin-4-yl)-5-nitrothiophene-2-carboxamide